(E)-tert-butyl 3-(1-(3-(2,2-dimethyl-4H-benzo[d][1,3]dioxin-7-yl)acryloyl)piperidin-4-yl)benzylcarbamate CC1(OCC2=C(O1)C=C(C=C2)/C=C/C(=O)N2CCC(CC2)C=2C=C(CNC(OC(C)(C)C)=O)C=CC2)C